N-(4,4-difluorocyclohexyl)-2-(3,5-dimethyl-1H-pyrazol-1-yl)-6-(methylthio)pyrimidin-4-amine FC1(CCC(CC1)NC1=NC(=NC(=C1)SC)N1N=C(C=C1C)C)F